ClC1=C(C(=CC=C1Cl)F)C1(CN(CC1)C(=O)OC(C)(C)C)NC1=CC(=C2C3(C(N(C2=C1)C)=O)CC3)F tert-butyl 3-(2,3-dichloro-6-fluorophenyl)-3-((4'-fluoro-1'-methyl-2'-oxospiro[cyclopropane-1,3'-indolin]-6'-yl)amino)pyrrolidine-1-carboxylate